N-(4-hydroxy-3-(methylsulfonylamino)phenyl)-4-(2-(trifluoromethyl)-1H-benzo[D]imidazol-6-yl)benzamide OC1=C(C=C(C=C1)NC(C1=CC=C(C=C1)C=1C=CC2=C(NC(=N2)C(F)(F)F)C1)=O)NS(=O)(=O)C